1-[rac-(1R,2R,4S)-2-bicyclo[2.2.1]heptanyl]-3-[[2-(trifluoro-methyl)pyridin-4-yl]methyl]urea [C@@H]12[C@@H](C[C@@H](CC1)C2)NC(=O)NCC2=CC(=NC=C2)C(F)(F)F |r|